C1(=CC=CC=C1)C1CC2=C(N=C(S2)CO)CC1 (6-phenyl-4,5,6,7-tetrahydro-1,3-benzothiazol-2-yl)methanol